[N+](=O)([O-])C=1C=C(C=CC1)N1CCN(CC1)CC1CCC(CC1)NC(OC(C)(C)C)=O Tert-butyl N-[4-[[4-(3-nitrophenyl)piperazin-1-yl]methyl]cyclohexyl]carbamate